ClC1=CC2=C(CN(O2)CC=2C=C3CN(C(C3=CC2)=O)C2C(NC(CC2)=O)=O)C=C1 6-Chloro-N-((2-(2,6-dioxopiperidin-3-yl)-1-oxoisoindolin-5-yl)methyl)benzo[d]isoxazole